ClC(Cl)[Si](OCCC)(OCCC)OCCC dichloromethyltri-n-propoxysilane